4-((methyl-(prop-2-yne-1-yl)amino)methyl)phenol CN(CC#C)CC1=CC=C(C=C1)O